ethanone hydrobromide Br.C(C)=O